FC1=CC=C(OC[C@@H]2N(C3CC(C2)C3)C(=O)C=3N=C(SC3C3=CC=CC=C3)C)C=C1 (3R)-3-[(4-Fluorophenoxy)methyl]-2-(2-methyl-5-phenyl-1,3-thiazol-4-carbonyl)-2-azabicyclo[3.1.1]heptan